2-((6-(2-chloro-3-(3-chloro-2-(4-((6-hydroxy-2-azaspiro[3.3]heptan-2-yl)methyl)-3-methoxyphenyl)pyridin-4-yl)phenyl)-2-methoxypyridin-3-yl)methyl)-2,6-diazaspiro[3.4]octan-7-one ClC1=C(C=CC=C1C1=C(C(=NC=C1)C1=CC(=C(C=C1)CN1CC2(C1)CC(C2)O)OC)Cl)C2=CC=C(C(=N2)OC)CN2CC1(C2)CNC(C1)=O